FC1=C2C(=CC(=C1)NC([C@H](C1CCC(CC1)C)NC(OC(C)(C)C)=O)=O)NC(C21CCOCC1)=O tert-Butyl N-{(1S)-2-[(4-fluoro-2-oxospiro[indoline-3,4'-tetrahydropyran]-6-yl)amino]-1-(4-methylcyclohexyl)-2-oxoethyl}carbamate